(4R)-4-(4,4-diethyl-2-imino-6-oxotetrahydropyrimidin-1(2H)-yl)-N-(3-hydroxychroman-4-yl)chromane-6-carboxamide C(C)C1(NC(N(C(C1)=O)[C@@H]1CCOC2=CC=C(C=C12)C(=O)NC1C(COC2=CC=CC=C12)O)=N)CC